methyl 2-methyl-8-(1H-tetrazol-1-yl)imidazo[1,2-a]pyridine-6-carboxylate CC=1N=C2N(C=C(C=C2N2N=NN=C2)C(=O)OC)C1